(±)-methyl (2S,3R,6R)-2-(4-methoxyphenethyl)-3,6-dimethyl-5-methylene-4-oxotetrahydro-2H-pyran-3-carboxylate COC1=CC=C(CC[C@@H]2O[C@@H](C(C([C@@]2(C(=O)OC)C)=O)=C)C)C=C1 |r|